COC1=CC=C(C=C1)S(=O)(=O)C=1C=C2C=NN(C(C2=CC1)=O)CC1=CC(=NO1)C(F)(F)F 6-(4-methoxyphenylsulfonyl)-2-((3-(trifluoromethyl)isoxazol-5-yl)methyl)phthalazin-1(2H)-one